5-ethoxy-6-({6-[(1r,2s)-5'-methoxy-2'-oxo-1',2'-dihydrospiro[cyclopropan-1,3'-indol]-2-yl]-1H-indazol-3-yl}amino)-N,N-dimethylpyridine-3-carboxamide C(C)OC=1C=C(C=NC1NC1=NNC2=CC(=CC=C12)[C@@H]1C[C@@]12C(NC1=CC=C(C=C21)OC)=O)C(=O)N(C)C